F[C@@]1(CN(CC[C@H]1O)C1=NC=NC(=N1)NC=1N=CC2=C(C=CC(=C2C1)C(C)C)N1CC(C1)CS(=O)C)C (3R,4R)-3-Fluoro-1-(4-((5-isopropyl-8-(3-((methylsulfinyl)methyl)azetidin-1-yl)isoquinolin-3-yl)amino)-1,3,5-triazin-2-yl)-3-methylpiperidin-4-ol